FC1=C(C(=CC=C1)F)C1=CC=C(N=N1)NC1=CC(=C(N=N1)C(=O)NC([2H])([2H])[2H])NC1=NC=CC=C1S(=O)(=O)C 6-{[6-(2,6-difluorophenyl)pyridazin-3-yl]amino}-4-[(3-methanesulfonylpyridin-2-yl)amino]-N-(2H3)methylpyridazine-3-carboxamide